rel-3(R)-[3(RS)-hydroxy-3-[4-(methoxymethoxy)-phenyl]propyl]-1,4(S)-bis-(4-methoxyphenyl)-2-azetidinone O[C@H](CC[C@H]1C(N([C@@H]1C1=CC=C(C=C1)OC)C1=CC=C(C=C1)OC)=O)C1=CC=C(C=C1)OCOC |o1:1,4,7|